FC(C1=CC=C(C=C1)N1N=NC(=C1COC1=CC=C(N=N1)N1CC(CC1)N(C)C)C)F 1-(6-((1-(4-(Difluoromethyl)phenyl)-4-methyl-1H-1,2,3-triazol-5-yl)methoxy)pyridazine-3-yl)-N,N-dimethylpyrrolidin-3-amine